(S)-3-(4-(7'-chloro-2'-oxospiro[cyclopropane-1,3'-indolin]-1'-yl)phenyl)-2-(2,6-dichloro-4-(diethylamino)benzoylamino)propionic acid ClC=1C=CC=C2C3(C(N(C12)C1=CC=C(C=C1)C[C@@H](C(=O)O)NC(C1=C(C=C(C=C1Cl)N(CC)CC)Cl)=O)=O)CC3